((5-((dimethylamino)methyl)-1,3-phenylene)bis(oxy))bis(butane-4,1-diyl)bis(3-octylundecanoate) CN(C)CC=1C=C(C=C(C1)OCCCCC(C(=O)[O-])C(CCCCCCCC)CCCCCCCC)OCCCCC(C(=O)[O-])C(CCCCCCCC)CCCCCCCC